C(C)(C)(C)OC(=O)N1C(C(CC1)N(CC)C1=NC(=NC2=C(C(=CC=C12)Br)I)Cl)C.BrC=1C=C(C(=O)N)C=C(N1)Br 2,6-dibromoisonicotinamide tert-butyl-3-[(7-bromo-2-chloro-8-iodo-quinazolin-4-yl)-ethyl-amino]-2-methyl-pyrrolidine-1-carboxylate